4-(2,3-dichloro-6-((2-(trimethylsilyl)ethoxy)methoxy)phenyl)-1-(1-methyl-1H-pyrazol-4-yl)pyrrolidin-2-one ClC1=C(C(=CC=C1Cl)OCOCC[Si](C)(C)C)C1CC(N(C1)C=1C=NN(C1)C)=O